ClC=1C=C(C=CC1C#N)N1CC2(C[C@H]1C)CCN(CC2)C2=CC=C(C(=O)N1CCC(CC1)N1CCN(CC1)C=1C=CC(=NC1)C(=O)NC1C(NC(CC1)=O)=O)C=C2 5-(4-(1-(4-((R)-2-(3-Chloro-4-cyanophenyl)-3-methyl-2,8-diazaspiro[4.5]decan-8-yl)benzoyl)piperidin-4-yl)piperazin-1-yl)-N-(2,6-dioxo-piperidin-3-yl)picolin-amide